benzoic acid stearyl ester C(CCCCCCCCCCCCCCCCC)OC(C1=CC=CC=C1)=O